C(C)(=O)N[C@H](C(=O)N[C@H](C(=O)O)CCC(C)(C)C)CC1=CSC=C1 (2S)-2-[(2S)-2-acetamido-3-(thiophen-3-yl)propionylamino]-5,5-dimethylhexanoic acid